O=C1NC(CCC1N1C(C2=CC=C(C=C2C1=O)N1CCC2(CC1)CCN(CC2)C2CCN(CC2)C2=C(C=C(C(=C2)OC)[N+](=O)[O-])C=2C=NN(C2)C)=O)=O 2-(2,6-dioxopiperidin-3-yl)-5-(9-(1-(5-methoxy-2-(1-methyl-1H-pyrazole-4-yl)-4-nitrophenyl)piperidin-4-yl)-3,9-diazaspiro[5.5]undecan-3-yl)isoindole-1,3-dione